2-[(1R,3aS,7aR,E)-7a-methyl-1-{(R)-6-methyl-6-[(triethylsilyl)oxy]heptan-2-yl}octahydro-4H-inden-4-ylidene]ethan-1-ol C[C@@]12CCC/C(/[C@@H]2CC[C@@H]1[C@H](C)CCCC(C)(O[Si](CC)(CC)CC)C)=C\CO